benzo[4,5]imidazo[1,2-a]pyrazine-3-carboxamide C=1C=2N(C=C(N1)C(=O)N)C1=C(N2)C=CC=C1